2-oxo-1,3-oxazolidine-5-carboxylic acid O=C1OC(CN1)C(=O)O